5-bromo-N-[3-(3-methoxypropoxy)-1-[(1r,4r)-4-[(1R,5S)-3-oxa-8-azabicyclo[3.2.1]oct-8-yl]cyclohexyl]-1H-pyrazol-4-yl]pyrimidin-2-amine BrC=1C=NC(=NC1)NC=1C(=NN(C1)C1CCC(CC1)N1[C@H]2COC[C@@H]1CC2)OCCCOC